(S)-6-(1-(5-(2-amino-5-(trifluoromethyl)pyridin-4-yl)-7-(2-(ethyl(methyl)amino)ethyl)-1-oxo-3,4-dihydroisoquinolin-2(1H)-yl)ethyl)-4-ethoxynicotinonitrile NC1=NC=C(C(=C1)C1=C2CCN(C(C2=CC(=C1)CCN(C)CC)=O)[C@@H](C)C1=NC=C(C#N)C(=C1)OCC)C(F)(F)F